[Si](C)(C)(C(C)(C)C)OCC(CO)(C)OC1=NN(C=C1)C(=O)OC(C)(C)C tert-butyl 3-((1-((tert-butyldimethylsilyl) oxy)-3-hydroxy-2-methylpropan-2-yl) oxy)-1H-pyrazole-1-carboxylate